2-((2-Chloro-6-vinyl-pyrimidin-4-yl)methyl)isoindoline-1,3-dione ClC1=NC(=CC(=N1)CN1C(C2=CC=CC=C2C1=O)=O)C=C